[Cu].[Bi] Bismuth-Copper